FC=1C=C(C=CC1)NC(C1=CC(=CC=C1)NC1=CC=C(C=C1)C=1C=NC=NC1)=O N-(3-fluorophenyl)-3-((4-(pyrimidin-5-yl)phenyl)amino)benzamide